C(C)(C)C=1N=NSC1C(=O)NC[C@H]1NC([C@H](SCC1)C1=CC=C(C=C1)OC1=CC=CC=C1)=O 4-isopropyl-N-[[(2R,5S)-3-oxo-2-(4-phenoxyphenyl)-1,4-thiazepan-5-yl]methyl]thiadiazole-5-carboxamide